7-vinyl-6-methoxy-3-[2-(methoxymethoxy)phenyl]cinnoline C(=C)C1=C(C=C2C=C(N=NC2=C1)C1=C(C=CC=C1)OCOC)OC